5-chloro-1,3-difluoro-2-methoxybenzene ClC=1C=C(C(=C(C1)F)OC)F